FC1=C(C(=O)NCC2CCC(CC2)C2=NC(=NO2)C2=NC=C(C=N2)C(F)(F)F)C=C(C(=C1)O)F 2,5-difluoro-4-hydroxy-N-{[(1r,4r)-4-{3-[5-(trifluoromethyl)pyrimidin-2-yl]-1,2,4-oxadiazol-5-yl}cyclohexyl]methyl}benzamide